(4R,7R,8S,11S,E)-4-((tert-butyldimethylsilyl)oxy)-7-(1-ethoxyethoxy)-8-hydroxy-7,11-dimethyl-12-((R,2E,4E)-6-(pyridin-2-yl)hepta-2,4-dien-2-yl)oxacyclododec-9-en-2-one [Si](C)(C)(C(C)(C)C)O[C@H]1CC(OC([C@H](/C=C/[C@@H]([C@](CC1)(C)OC(C)OCC)O)C)\C(\C)=C\C=C\[C@@H](C)C1=NC=CC=C1)=O